FC(OC1=C(C=C(N=N1)C1=CC=C(C=C1)CN[C@@H]1C[C@@H]([C@@H](C1)O)N(C)C=1C2=C(N=C(N1)OC)SC(=C2)CC(F)(F)F)OC)F (1R,2S,4R)-4-[({4-[6-(difluoromethoxy)-5-methoxypyridazin-3-yl]phenyl}methyl)amino]-2-{[2-methoxy-6-(2,2,2-trifluoroethyl)thieno[2,3-d]pyrimidin-4-yl](methyl)amino}cyclopentan-1-ol